nicotine monotartrate C(=O)(O)C(O)C(O)C(=O)O.N1=CC=CC(=C1)C1N(C)CCC1